NC=1C=2N(C3=CC(=C(C=C3N1)F)C(=O)N1C(CC(CC1)(F)F)C1=NC=C(C=C1)C(F)(F)F)C=NC2 (4-amino-7-fluoroimidazo[1,5-a]quinoxalin-8-yl)(4,4-difluoro-2-(5-(trifluoromethyl)pyridin-2-yl)piperidin-1-yl)methanone